COC1=C(C=CC=C1)C1=CN(C2=NC(=CC=C21)NC(=O)C2C(C2)CN2CCN(CC2)C)COCC[Si](C)(C)C N-[3-(2-methoxyphenyl)-1-[[2-(trimethylsilyl)ethoxy]methyl]pyrrolo[2,3-b]pyridin-6-yl]-2-[(4-methylpiperazin-1-yl)methyl]cyclopropane-1-carboxamide